trans-7-amino-1-[4-(dimethylamino)cyclohexyl]-3-(2-fluoro-6-methyl-phenyl)-4H-pyrimido[4,5-d]pyrimidin-2-one NC1=NC=C2C(=N1)N(C(N(C2)C2=C(C=CC=C2C)F)=O)[C@@H]2CC[C@H](CC2)N(C)C